2-chloro-5-((2-chloro-4-(fluoromethyl)thiophen-3-ylamino)methyl)-N-methylpyrimidin-4-amine ClC1=NC=C(C(=N1)NC)CNC1=C(SC=C1CF)Cl